CCN(CC)CCNC(=O)C1=CC=C(C=C1)N 4-amino-N-[2-(diethylamino)ethyl]benzamide